N-(Cyclobutylmethyl)-2-(4-(trifluoromethyl)phenyl)oxazole-4-carboxamide C1(CCC1)CNC(=O)C=1N=C(OC1)C1=CC=C(C=C1)C(F)(F)F